[Sn+4].O.C(C(=O)[O-])(=O)[O-].[Tm+3] thulium oxalate hydrate Tin